FC(OC1=C(C=C(C=C1)CO)F)F (4-(difluoromethoxy)-3-fluorophenyl)methanol